C(C)O[C@@H]1CC[C@H](CC1)N1N=C(C(=C1)C1=C(N=C(O1)C=1C=NNC1)C(=O)N)C1=NC=CC=N1 (1-(trans-4-ethoxycyclohexyl)-3-(pyrimidin-2-yl)-1H-pyrazol-4-yl)-2-(1H-pyrazol-4-yl)oxazole-4-carboxamide